CC1=C(OC2=C(C=CC=C2C1=O)Cl)C1=CC(=C(C=C1)O)Br methyl-2-(3-bromo-4-hydroxy-phenyl)-8-chloro-chromen-4-one